C(C1=CC=CC=C1)OC(=O)N(CC(CCCC[C@](C(=O)OC)(C)C1=CC(=CC=C1)I)(C)C)C methyl (R)-8-(((benzyloxy)-carbonyl)(methyl)amino)-2-(3-iodophenyl)-2,7,7-trimeth-yloctanoate